Cl.[Si](C)(C)(C(C)(C)C)OC1=CC(=C(C=C1)C1(CNC1)O)Cl 3-(4-((tert-butyldimethylsilyl)oxy)-2-chlorophenyl)azetidin-3-ol hydrochloride